C(C)C1(CCC(CC1)CNC(OCC1=CC=CC=C1)=O)O benzyl (4-ethyl-4-hydroxycyclohexyl)methylcarbamate